(11de)-Calcium hydroxide [OH-].[Ca+2].[OH-]